FC1C[C@H](NC1=O)COC1=NC=CC2=CC(=C(C=C12)OC(C)C)C(=O)N 1-{[(2S)-4-fluoro-5-oxopyrrolidin-2-yl]methoxy}-7-(propan-2-yloxy)isoquinoline-6-carboxamide